5-(4-((2-(piperazin-1-yl)pyrimidin-4-yl)amino)phenyl)-1,3,4-thiadiazol-2-amine N1(CCNCC1)C1=NC=CC(=N1)NC1=CC=C(C=C1)C1=NN=C(S1)N